methyl 2-formyl-3-(pyridin-4-yl)propanoate C(=O)C(C(=O)OC)CC1=CC=NC=C1